CC=1N=C(C2=C(N1)C=C(S2)C2(CCCCC2)O)N[C@H](C)C2=CC(=CC=C2)C(F)(F)F 1-(2-methyl-4-(((R)-1-(3-(trifluoromethyl)phenyl)ethyl)amino)thieno[3,2-d]pyrimidin-6-yl)cyclohexanol